4-(1-(benzo[d]oxazol-2-yl)piperidin-4-yl)-7-fluoro-1-methyl-1,4-dihydropyrido[2,3-b]pyrazine-2,3-dione O1C(=NC2=C1C=CC=C2)N2CCC(CC2)N2C1=C(N(C(C2=O)=O)C)C=C(C=N1)F